FC=1C=NC=C(C1N1C(N(C=2C=NC=3C=C(C(=CC3C21)C=2C(=NN(C2)C)C)OC)C)=O)OC(F)(F)F 1-[3-Fluoro-5-(trifluoro-methoxy)-4-pyridyl]-7-methoxy-3-methyl-8-(1,3-dimethylpyrazol-4-yl)-1,3-dihydroimidazo[4,5-c]quinolin-2-one